N-HydroxyCytidine ONC1=NC(N([C@H]2[C@H](O)[C@H](O)[C@@H](CO)O2)C=C1)=O